N-{4-[(3-bromo-1H-pyrrolo[2,3-b]pyridin-4-yl)oxy]-3,5-difluorophenyl}-1,4,5,6-tetrahydropyrimidin-2-amine BrC1=CNC2=NC=CC(=C21)OC2=C(C=C(C=C2F)NC=2NCCCN2)F